C(\C=C\C1=CC=C(C=C1)O)O 4-Coumaryl alcohol